2-(dimethylamino)ethyl 3,6-dichloro-2-methoxybenzoate hydrobromide Br.ClC=1C(=C(C(=O)OCCN(C)C)C(=CC1)Cl)OC